COC1=C(C=CC=C1)\C=C\C(\C=C\C1=C(C=CC=C1)OC)=O (1E,4E)-1,5-bis(2-methoxyphenyl)pentan-1,4-dien-3-one